FC=1C=C(CO[C@@H]2[C@H]([C@H]([C@H](O[C@]23OCCCC3)CO)O)N3N=NC(=C3)C3=CC(=C(C(=C3)F)F)F)C=CC1 (2r,3r,4s,5r,6s)-5-((3-fluorobenzyl)oxy)-2-(hydroxymethyl)-4-(4-(3,4,5-trifluorophenyl)-1H-1,2,3-triazol-1-yl)-1,7-dioxaspiro[5.5]undecan-3-ol